N-(3-BROMO-4-(TRIFLUOROMETHOXY)PHENYL)-6-METHOXY-[1,2,5]OXADIAZOLO[3,4-B]PYRAZIN-5-AMINE BrC=1C=C(C=CC1OC(F)(F)F)NC1=NC=2C(N=C1OC)=NON2